ClC1=CC=C(OC=2C=C(CN3CC4(C3)CCN(CC4)C(=O)OC(C)(C)C)C=CC2)C=C1 tert-butyl 2-(3-(4-chlorophenoxy)benzyl)-2,7-diazaspiro[3.5]nonane-7-carboxylate